FC1(CCN(CC1)C(=O)C=1N=C(SC1)C(=O)NNC(C(C)(C)O)=O)F 4-(4,4-Difluoropiperidine-1-carbonyl)-N'-(2-hydroxy-2-methylpropionyl)thiazole-2-carbohydrazide